C(#N)C1=CNC2=C(C=CC(=C12)C)NS(=O)(=O)C=1C=NN(C1)[C@H](CO)CF N-(3-Cyano-4-methyl-1H-indol-7-yl)-1-[(1R)-1-(fluoromethyl)-2-hydroxy-ethyl]pyrazol-4-sulfonamid